tert-butyl (S)-((1-(5-chloro-2-(2-hydroxyethoxy)benzyl)pyrrolidin-3-yl)methyl)carbamate ClC=1C=CC(=C(CN2C[C@@H](CC2)CNC(OC(C)(C)C)=O)C1)OCCO